4-((3-(1-(5,8-dioxaspiro[3.4]octan-1-yl)-1H-pyrazol-4-yl)-2-methoxyphenyl)amino)-6-((trans)-3-methylcyclobutane-1-carboxamido)nicotinamide C1(CCC12OCCO2)N2N=CC(=C2)C=2C(=C(C=CC2)NC2=CC(=NC=C2C(=O)N)NC(=O)[C@@H]2C[C@H](C2)C)OC